Cl.N1C[C@H](CC1)NC=1C=2C=CC=NC2C=C(C1)C(F)(F)F (S)-N-(pyrrolidin-3-yl)-7-(trifluoromethyl)quinolin-5-amine hydrochloride